C(C)(C)C=1C(=NNC1C=1C=C(C=2N(C1)N=CN2)C)C2=CN=C(S2)C2CCC(CC2)N(C)C 4-(5-(4-isopropyl-5-(8-methyl-[1,2,4]triazolo[1,5-a]pyridin-6-yl)-1H-pyrazol-3-yl)thiazol-2-yl)-N,N-dimethylcyclohexan-1-amine